C1(=CC=CC=C1)P(C1=CC=CC=2CC3=CC=CC(=C3OC12)P(C1=CC=CC=C1)C1=CC=CC=C1)C1=CC=CC=C1 4,5-bis(diphenylphosphino)xanthene